ClC=1C=CC(=C(C1)[C@@H](N1C(C2=CC=CC=C2C1)=O)C=1NC2=CC=CC=C2C1)O (R)-2-((5-chloro-2-hydroxyphenyl)(1H-indol-2-yl)methyl)isoindolin-1-one